N(=NC1=CC=C(C=C1)OC)C1=CC=C(C=C1)OC 4,4'-azobisanisole